(3S*,4R*)-4-azido-3-((2-(trimethylsilyl)ethoxy)methoxy)tetrahydro-2H-thiopyran 1,1-dioxide N(=[N+]=[N-])[C@H]1[C@@H](CS(CC1)(=O)=O)OCOCC[Si](C)(C)C |o1:3,4|